6-[3-(3,3-Dimethylbutoxy)phenyl]-2λ6,5-dithia-3,20,25,26-tetrazatetracyclo[19.3.1.14,7.08,13]hexacosa-1(25),4(26),6,8,10,12,21,23-octaene 2,2-dioxide CC(CCOC=1C=C(C=CC1)C=1SC=2NS(C=3C=CC=C(NCCCCCCC4=CC=CC=C4C1N2)N3)(=O)=O)(C)C